di-carboxylpentylamid C(=O)(O)C(CCCC[NH-])C(=O)O